C(C)(C)(C)C1=CC=C(C(=N1)C1=CC=C(C=C1)C)C(=O)NS(=O)(=O)C1=NC=CC=C1 6-tert-Butyl-2-(p-tolyl)-N-(2-pyridylsulfonyl)pyridin-3-carboxamid